ClC1=C(C=C(C=C1)C=1C=NN(C1)C(C)(C)C#N)C[C@@H](C(=O)NC1=CC=C(C=C1)C=1N(C=NC1C)C)NC(=O)C=1N(N=CC1)C N-[(1S)-1-[[2-chloro-5-[1-(1-cyano-1-methyl-ethyl)pyrazol-4-yl]phenyl]methyl]-2-[4-(3,5-dimethylimidazol-4-yl)anilino]-2-oxo-ethyl]-2-methyl-pyrazole-3-carboxamide